3-(benzo[d][1,3]dioxol-5-yl)-3-(7-(2-(cycloheptylamino)-2-oxoethoxy)naphthalen-2-yl)propanoate O1COC2=C1C=CC(=C2)C(CC(=O)[O-])C2=CC1=CC(=CC=C1C=C2)OCC(=O)NC2CCCCCC2